ClC=1C=C(C2=C(C=CC=C2C1)C#C[Si](C(C)C)(C(C)C)C(C)C)O 3-chloro-8-((triisopropylsilyl)ethynyl)naphthalen-1-ol